(R)-5-chloro-N-(8,9-difluoro-6-oxo-1,4,5,6-tetrahydro-2H-pyrano[3,4-c]isoquinolin-1-yl)-N-methylthiophene-3-carboxamide ClC1=CC(=CS1)C(=O)N(C)[C@H]1COCC=2NC(C=3C=C(C(=CC3C21)F)F)=O